1-[(1-azido-51-oxo-3,6,9,12,15,18,21,24,27,30,33,36,39,42,45,48-hexadecaoxahenpentacontan-51-yl)oxy]pyrrolidine-2,5-dione N(=[N+]=[N-])CCOCCOCCOCCOCCOCCOCCOCCOCCOCCOCCOCCOCCOCCOCCOCCOCCC(=O)ON1C(CCC1=O)=O